C[C@@H]1[C@H](N=C2N1C1=CC=C(C=C1C(N2CC=2C=NN(C2)C)=O)S(=O)(=O)NC2(CC2)C)C (1R,2R)-1,2-dimethyl-4-((1-methyl-1H-pyrazol-4-yl)methyl)-N-(1-methylcyclopropyl)-5-oxo-1,2,4,5-tetrahydroimidazo[1,2-a]quinazoline-7-sulfonamide